FC=1C=CC2=C(N=C(O2)C(=O)NC=2C=C(C=CC2)C2(N=CN(S(C2)(=O)=O)C)C)C1 5-(3-(5-fluorobenzo[d]oxazole-2-carboxamido)phenyl)-2,5-dimethyl-1,1-dioxo-1,2,4-thiadiazin